5-((((4,5-dichloro-6-oxopyridazin-1(6H)-yl)methyl)sulfonyl)methyl)-N,N,2-trimethylbenzenesulfonamide ClC=1C=NN(C(C1Cl)=O)CS(=O)(=O)CC=1C=CC(=C(C1)S(=O)(=O)N(C)C)C